(naphthalen-1-yl)pyrimidine C1(=CC=CC2=CC=CC=C12)C1=NC=CC=N1